tert-butyl N-methyl-N-[4-[5-methyl-4-(4,4,5,5-tetramethyl-1,3,2-dioxaborolan-2-yl)pyrazol-1-yl]cyclohexyl]carbamate CN(C(OC(C)(C)C)=O)C1CCC(CC1)N1N=CC(=C1C)B1OC(C(O1)(C)C)(C)C